C1(CCCC1)C=1C=C(C(=NC1)NC(C1=C(C=C(C(=C1)[N+](=O)[O-])CO)SC1=NN=NN1C)=O)F N-(5-cyclopentyl-3-fluoro-2-pyridyl)-4-(hydroxymethyl)-2-(1-methyltetrazol-5-yl)sulfanyl-5-nitro-benzamide